COC(C1=CN=CC(=C1)NC(CC=1C(OC2=C(C(=C(C=C2C1C)OC)O)C=O)=O)=O)=O 5-(2-(8-formyl-7-hydroxy-6-methoxy-4-methyl-2-oxo-2H-chromen-3-yl)acetamido)nicotinic acid methyl ester